5-(benzyloxy)-1-(1,2-difluoroindeno[1,2-a]inden-4b(9H)-yl)-3-ethyl-2,3-dihydro-1H-pyrido[2,1-f][1,2,4]triazine-4,6-dione C(C1=CC=CC=C1)OC=1C(C=CN2N(CN(C(C21)=O)CC)C21C(=CC3=C(C(=CC=C23)F)F)CC=2C=CC=CC21)=O